C(=O)(O)C1CC(C2CCCCC2C1)C1CC(CC2CCCCC12)C(=O)O 3,3'-dicarboxy-1,1-bidecalin